N=1C=NN2C1C=C(C=C2)OC2=CC(=C(C=C2C)NC2=NC=NC1=CC(=C(C=C21)NC(/C(=C/[C@@H]2NCCC2)/F)=O)OC)OC (R,Z)-N-(4-((4-([1,2,4]triazolo[1,5-a]pyridin-7-yloxy)-2-methoxy-5-methylphenyl)amino)-7-methoxy-quinazolin-6-yl)-2-fluoro-3-(pyrrolidin-2-yl)acrylamide